[Cl-].[Cl-].C(C)(C)C1(C=CC=C1)[Hf+2]C1(C=CC=C1)C(C)C di(isopropylcyclopentadienyl)hafnium dichloride